CC1(C(C1C(=O)OC(C#N)C2=CC(=C(C=C2)F)OC3=CC=CC=C3)/C=C(/C4=CC=C(C=C4)Cl)\\Cl)C The molecule is an organochlorine acaricide, an organofluorine acaricide and a member of monochlorobenzenes. It has a role as a pyrethroid ester acaricide and a pyrethroid ester insecticide.